ClC1=NC=C2C(=N1)N(C(N(C2)C2=C(C(=CC(=C2Cl)OC)OC)Cl)=S)C 7-chloro-3-(2,6-dichloro-3,5-dimethoxyphenyl)-1-methyl-3,4-dihydropyrimido[4,5-d]pyrimidine-2(1H)-thione